ClC=1C(=C(C=CC1)CNC(CNC1CN(C1)S(=O)(=O)C)=O)F N-(3-chloro-2-fluorophenylmethyl)-2-((1-(methylsulfonyl)azetidin-3-yl)amino)acetamide